BrC1=CC=C(CCOC=2C=C3N(C(N2)=O)C[C@@H]2N3CCC2)C=C1 (R)-3-(4-bromophenethoxy)-7,8,8a,9-tetrahydropyrrolo[1',2':3,4]imidazo[1,2-c]pyrimidin-1(6H)-one